C(C)OC(C=S(=O)=O)=O Sulfonylacetic acid ethyl ester